1-(2,4-Dihydroxyphenyl)-3-(3-hydroxyphenyl)prop-2-en-1-one OC1=C(C=CC(=C1)O)C(C=CC1=CC(=CC=C1)O)=O